C(#N)C(CN(C1CCN(CC1)C(CN1N=C(C(=C1)NC(=O)C=1C=NN2C1N=CC=C2)C2=C(C=CC(=C2)SC)OC(F)F)=O)C)(C)C N-[1-[2-[4-[(2-cyano-2-methyl-propyl)-methyl-amino]-1-piperidyl]-2-oxo-ethyl]-3-[2-(difluoromethoxy)-5-methylsulfanyl-phenyl]pyrazol-4-yl]pyrazolo[1,5-a]pyrimidine-3-carboxamide